17-methyl-N,N-di(pyridin-2-yl)morphinan-3-amine hydrochloride salt Cl.CN1[C@H]2[C@@H]3CCCC[C@@]3(C=3C=C(C=CC3C2)N(C2=NC=CC=C2)C2=NC=CC=C2)CC1